C(C=C)(=O)OCC=C allyl acrylate